3-[3-methyl-5-[5-(methylamino)pentyl]-2-oxo-benzimidazol-1-yl]piperidine-2,6-dione CN1C(N(C2=C1C=C(C=C2)CCCCCNC)C2C(NC(CC2)=O)=O)=O